C(CCC)N(CCCC)C(N(CCCC)CCCC)[SiH2]C1=CC=C(C=C1)C(=C)C1=CC=CC=C1 1-{4-[bis(dibutylamino)methylsilyl]phenyl}-1-phenylethene